7-(cyclopentyloxy)-N-(1-methyl-1H-pyrazol-3-yl)-2-((1R,4S)-1-methyl-2-oxabicyclo[2.2.1]hept-4-yl)imidazo[1,2-a]pyrimidine-6-carboxamide C1(CCCC1)OC1=NC=2N(C=C1C(=O)NC1=NN(C=C1)C)C=C(N2)[C@]21CO[C@](CC2)(C1)C